methyl 3-(difluoromethyl)-4-hydroxybenzofuran-2-carboxylate FC(C1=C(OC2=C1C(=CC=C2)O)C(=O)OC)F